O1C2=C(OCC1)C=CC=C2 2,3-dihydrobenzo[B][1,4]dioxine